C(C)OC=1C=C(C=CC1OCC)C(=O)N1CCN(CC1)CCOC1=CC=CC=C1 (3,4-Diethoxyphenyl)-[4-(2-phenoxyethyl)piperazin-1-yl]methanone